CC([O-])CC.[Na+] sodium secbutoxide